BrCC=1C(=NC=C(C1)F)OC 3-(bromomethyl)-5-fluoro-2-methoxypyridine